C1(=CC=CC=C1)C1=CC=C(C=C1)CCNC(=O)C1=CC=2C=NC=CC2N1 N-[2-(4-phenylphenyl)ethyl]-1H-pyrrolo[3,2-c]pyridine-2-carboxamide